O1[C@H](COC2=C1C=CC=C2)C2=CC=C(CN1C[C@@H](CC1)C(=O)O)C=C2 (3R)-1-{4-[(2S)-2,3-dihydro-1,4-benzodioxin-2-yl]benzyl}pyrrolidine-3-carboxylic acid